5-[1-(2-Methoxyethyl)imidazol-4-yl]-N-methyl-6-[[4-(trifluoromethyl)phenyl]methylamino]pyridine-3-sulfonamide COCCN1C=NC(=C1)C=1C=C(C=NC1NCC1=CC=C(C=C1)C(F)(F)F)S(=O)(=O)NC